(R)-6-(2-hydroxy-4-(trifluoromethoxy)phenyl)-3-((1-(2-hydroxyethyl)piperidin-3-yl)amino)-4-methyl-1,2,4-triazine-5(4H)-one OC1=C(C=CC(=C1)OC(F)(F)F)C=1C(N(C(=NN1)N[C@H]1CN(CCC1)CCO)C)=O